1-(4-(Chloromethyl)-6-fluoropyridin-2-yl)dihydropyrimidine-2,4(1H,3H)-dione ClCC1=CC(=NC(=C1)F)N1C(NC(CC1)=O)=O